Diisopentyl 7,7'-((4-(2-(4-(2-((3-(bis(2-hydroxy-7-isopentyloxy-7-oxoheptyl)amino)butyl)-disulfaneyl)ethyl)piperazin-1-yl)ethoxy)-4-oxobutyl)azanediyl)bis(6-hydroxyheptanoate) OC(CN(C(CCSSCCN1CCN(CC1)CCOC(CCCN(CC(CCCCC(=O)OCCC(C)C)O)CC(CCCCC(=O)OCCC(C)C)O)=O)C)CC(CCCCC(OCCC(C)C)=O)O)CCCCC(=O)OCCC(C)C